C(#N)C1=CC=C(C=C1)C=1C=C2C=C(C(N(C2=NC1)CCN1CCOCC1)=O)C(=O)NC1CC2(C1)CCC2 6-(4-cyanophenyl)-1-(2-morpholinoethyl)-2-oxo-N-(spiro[3.3]heptan-2-yl)-1,2-dihydro-1,8-naphthyridine-3-carboxamide